NC(CC(=O)O)(C)C 3-amino-3-methylbutanoic acid